trans-N-(4-((4-(1,2,3,4-tetrahydroisoquinolin-6-yl)phenyl)sulfonyl)cyclohexyl)-5-(trifluoromethyl)pyridin-2-amine C1NCCC2=CC(=CC=C12)C1=CC=C(C=C1)S(=O)(=O)[C@@H]1CC[C@H](CC1)NC1=NC=C(C=C1)C(F)(F)F